BrC1=CC=C(C=C1)NNC(=O)C1=NC=CC=C1 N'-(4-bromophenyl)-2-pyridinecarbohydrazide